BrC1=NN(C(=C1)N1C(C(CC1)CC1=CC(=C(C(=C1)F)F)F)=O)COCC[Si](C)(C)C 1-(3-bromo-1-((2-(trimethylsilyl)ethoxy)methyl)-1H-pyrazol-5-yl)-3-(3,4,5-trifluorobenzyl)pyrrolidin-2-one